O.[F-].C[N+](C)(C)C Tetramethyl-ammonium fluoride hydrate